(3S)-3-(cyclopropylmethoxymethyl)-1,2,3,4-tetrahydroisoquinoline C1(CC1)COC[C@H]1NCC2=CC=CC=C2C1